(3S,5S)-1-(2-(6-Chloropyridinamido)-5-(4-Cyanopyridin-3-yl)phenyl)-5-(hydroxymethyl)pyrrolidin-3-ylcarbamic acid tert-butyl ester C(C)(C)(C)OC(N[C@@H]1CN([C@@H](C1)CO)C1=C(C=CC(=C1)C=1C=NC=CC1C#N)NC(=O)C1=NC(=CC=C1)Cl)=O